4-Methyl-2-(5-methyl-2-(2-(4-methylpiperazin-1-yl)ethoxy)benzyl)phenol CC1=CC(=C(C=C1)O)CC1=C(C=CC(=C1)C)OCCN1CCN(CC1)C